C(C)N1C(C2=C3C(C(=CC=C13)NS(=O)(=O)CC)=CC=C2)=O N-(1-ethyl-2-oxo-1,2-dihydrobenzo[cd]indol-6-yl)ethanesulfonamide